1-(trans-2-cyanocyclopentyl)-3-[(2-hydroxy-3,4,8-trimethyl-1,2-benzoxaborinin-6-yl)amino]pyrazole-4-carboxamide C(#N)[C@H]1[C@@H](CCC1)N1N=C(C(=C1)C(=O)N)NC=1C=C(C2=C(C(=C(B(O2)O)C)C)C1)C